CC1=CC(=NC=C1C(F)(F)F)C=1C=NC(=C2C=CC=NC12)NC[C@]1(COCC1)O |r| racemic-3-(((8-(4-methyl-5-(trifluoromethyl)pyridin-2-yl)-1,6-naphthyridin-5-yl)amino)methyl)tetrahydrofuran-3-ol